3-((2-chloro-3-fluoropyridin-4-yl) methyl)-4-methyl-2-oxo-2H-chromen-7-yl dimethylcarbamate CN(C(OC1=CC=C2C(=C(C(OC2=C1)=O)CC1=C(C(=NC=C1)Cl)F)C)=O)C